FC1(CN(CCOC1)C=1C2=C(N=C(N1)OCC1(CC1)CN(C)C)CN(C2)C(=O)C2=CC(=CC1=CC=CC(=C21)I)O)F (4-(6,6-difluoro-1,4-oxazepan-4-yl)-2-((1-((dimethylamino)methyl)cyclopropyl)methoxy)-5,7-dihydro-6H-pyrrolo[3,4-d]pyrimidin-6-yl)(3-hydroxy-8-iodonaphthalen-1-yl)methanone